C(C)(CC)O.[Al] aluminum secondary butyl alcohol